Racemic-1'-(4-(1H-pyrazol-4-yl)phenyl)-3H-spiro[benzofuran-2,3'-pyrrolidine]-2'-one N1N=CC(=C1)C1=CC=C(C=C1)N1C([C@@]2(CC1)OC1=C(C2)C=CC=C1)=O |r|